FC=1C(=CC=C2C=NNC12)C1CCN(CC1)C(=O)OC(C)(C)C tert-butyl 4-(7-fluoro-1H-indazol-6-yl)piperidine-1-carboxylate